C(=O)O.OCCN1C=CC=2C1=NC(=CC2CN2CCCC2)C=2C=C1CN(C(C1=CC2)=O)C2C(NC(CC2)=O)=O 3-(5-(1-(2-hydroxyethyl)-4-(pyrrolidin-1-ylmethyl)-1H-pyrrolo[2,3-b]pyridin-6-yl)-1-oxoisoindolin-2-yl)piperidine-2,6-dione formate